2-[4-(difluoromethoxy)phenyl]-4-[3-methyl-5-(2,2,2-trifluoroethoxy)pyridin-4-yl]-2,3-dihydro-1H-pyrrolo[3,4-c]pyridin-1-one FC(OC1=CC=C(C=C1)N1CC=2C(=NC=CC2C1=O)C1=C(C=NC=C1OCC(F)(F)F)C)F